FS(=O)(=O)NS(=O)(=O)C(F)(F)F (fluorosulfonyl)(trifluoromethanesulfonyl)amine